maleimido-hexyl-valyl-citrullyl-carbonate C1(C=CC(N1N([C@@H](C(C)C)C(=O)N[C@@H](CCCNC(=O)N)C(=O)OC([O-])=O)CCCCCC)=O)=O